FC1=C(C=CC=C1)C1=NOC(=N1)C1CCN(CC1)C=1SC2=C(C(N1)=O)C(=C(C=C2[N+](=O)[O-])C(F)(F)F)C 2-(4-(3-(2-fluorophenyl)-1,2,4-oxadiazol-5-yl)piperidin-1-yl)-5-methyl-8-nitro-6-(trifluoromethyl)-4H-benzo[e][1,3]thiazin-4-one